N-bromo-4-methylphenylamine BrNC1=CC=C(C=C1)C